2-PICOLINE-4-BORONIC ACID HCL Cl.N1=C(C=C(C=C1)B(O)O)C